O=C1N(C(C=C1)=O)CCCCCNC(OC(C)(C)C)=O tert-Butyl (5-(2,5-dioxo-2,5-dihydro-1H-pyrrol-1-yl)pentyl)carbamate